C(C1=CC=CC=C1)(=O)OO.[Cl] chlorine Peroxybenzoic acid